C(CCCCCCC\C=C/C\C=C/CCCCC)(=O)OCC(CC(C(=O)[O-])(CCC(=O)N)N)C(C(=O)[O-])(CCC(N)=O)N 3-(((9Z,12Z)-octadeca-9,12-dienoyl)oxy)propane-1,2-diylbis(2,5-diamino-5-oxopentanoate)